butoxycarbonyl-oxyimino-2-phenylacetonitrile C(CCC)OC(=O)ON=C(C#N)C1=CC=CC=C1